C(=O)(O)CC(=O)NC1=CC(=NN1C1=C(C=C(CNC(CC(=O)O)=O)C=C1)Cl)C1=CC=C(C=C1)Cl 3-((4-(5-(2-carboxyacetamido)-3-(4-chlorophenyl)-1H-pyrazol-1-yl)-3-chlorobenzyl)amino)-3-oxopropanoic acid